N1=CN=CC(=C1)N1C[C@@H](CC1)C=O [(3R)-1-pyrimidin-5-ylpyrrolidin-3-yl]methanone